FC(CC(OC)C1=CC=C(C=C1)OC)(C)C 1-(3-fluoro-1-methoxy-3-methylbutyl)-4-methoxybenzene